CN1C(C=2N(CC1)C=C(C2)C(=O)OC)=O methyl 2-methyl-1-oxo-3,4-dihydropyrrolo[1,2-a]pyrazine-7-carboxylate